C(C)OC(C(=O)C1=CC=C(C=C1)C)=O Ethyl-p-tolylglyoxylat